(S)-2-(1-acryloyl-pyrrolidin-2-yl)-1-amino-4-(4-((4-methoxypyridin-2-yl)carbamoyl)phenyl)-1H-imidazole-5-carboxamide C(C=C)(=O)N1[C@@H](CCC1)C=1N(C(=C(N1)C1=CC=C(C=C1)C(NC1=NC=CC(=C1)OC)=O)C(=O)N)N